C(C)(C)(C)C1C(CCCC1)CC(=O)[O-] o-tert.butylcyclohexylacetate